3-benzyl 8-(tert-butyl) (1S,2S,5R)-2-((S)-1-hydroxyethyl-2,2,2-d3)-3,8-diazabicyclo[3.2.1]octane-3,8-dicarboxylate O[C@@H](C([2H])([2H])[2H])[C@@H]1[C@@H]2CC[C@H](CN1C(=O)OCC1=CC=CC=C1)N2C(=O)OC(C)(C)C